NC1=NC=CC2=C(C=CC=C12)NCC12N(CC(C1)(C2)COC2=CC(N(C=C2)C)=O)C(=O)NC2=CC=C(C=C2)OC 1-(((1-Aminoisoquinolin-5-yl)amino)methyl)-N-(4-methoxyphenyl)-4-(((1-methyl-2-oxo-1,2-dihydropyridin-4-yl)oxy)methyl)-2-azabicyclo[2.1.1]hexane-2-carboxamide